CC1OC(=C(C1=O)O)C 2,5-Dimethyl-4-hydroxy-3(2H)-furanon